(S)-3-fluoropyrrolidin-1-yl 4-nitrobenzoate [N+](=O)([O-])C1=CC=C(C(=O)ON2C[C@H](CC2)F)C=C1